ClC=1C=C(C=CC1Cl)/C=C/C(=O)C1=CC=C(NC(\C=C/C(=O)O)=O)C=C1 (Z)-4-[4-[(E)-3-(3,4-Dichlorophenyl)prop-2-enoyl]anilino]-4-oxobut-2-enoic acid